N5-cyclopropyl-N3-methyl-2-oxo-1-(3-phenylpropyl)-1,2-dihydropyridine-3,5-dicarboxamide C1(CC1)NC(=O)C=1C=C(C(N(C1)CCCC1=CC=CC=C1)=O)C(=O)NC